5-(3-(4-((3-methoxy-4-(trifluoro-methoxy)benzyl)amino)butoxy)azetidin-1-yl)benzo[c][2,6]naphthyridine COC=1C=C(CNCCCCOC2CN(C2)C2=NC3=C(C4=CN=CC=C24)C=CC=C3)C=CC1OC(F)(F)F